BrC1=CC=C(C[C@@H]2NCCC2)C=C1 |r| (RS)-2-(4-bromo-benzyl)-pyrrolidine